ClC1=C2C(=NC=C1C=1C=C(C=CC1)N1C(CN(CC1)C(=O)OC(C)(C)C)=O)NC=C2I tert-butyl 4-(3-(4-chloro-3-iodo-1H-pyrrolo[2,3-b]pyridin-5-yl) phenyl)-3-oxopiperazine-1-carboxylate